methyl-pyrrole-carboxylate COC(=O)C=1NC=CC1